tert-butyl 4-(5-amino-3-(4-phenoxyphenyl) imidazo[1,5-c]pyrimidin-1-yl)-3,6-dihydropyridine-1(2H)-carboxylate NC1=NC=CC=2N1C(=NC2C=2CCN(CC2)C(=O)OC(C)(C)C)C2=CC=C(C=C2)OC2=CC=CC=C2